BrC1=C(C(=O)OC)C=CC(=C1[2H])Cl methyl 2-bromo-4-chlorodeutero-benzoate